methyl trans-4-[(1-methylpyrazol-4-yl)methyl]cyclohexanecarboxylate CN1N=CC(=C1)C[C@@H]1CC[C@H](CC1)C(=O)OC